tert-butyl 5-(3,5-difluorophenyl)-4,5-dihydro-1H-pyrazole-1-carboxylate FC=1C=C(C=C(C1)F)C1CC=NN1C(=O)OC(C)(C)C